FC=1C=CC(=C2C=CC=NC12)C1CC(CC(C1)C)N 3-(8-fluoroquinolin-5-yl)-5-methylcyclohexan-1-amine